(R)-6-Chloro-1'-(1-(3-cyclopropylbenzyl)-1H-pyrazole-4-carbonyl)-5-fluorospiro[benzo[d][1,3]oxazine-4,3'-piperidin]-2(1H)-one ClC1=C(C2=C(NC(O[C@@]23CN(CCC3)C(=O)C=3C=NN(C3)CC3=CC(=CC=C3)C3CC3)=O)C=C1)F